((1R,5S,6S)-6-((4-(2-(2,6-dioxopiperidin-3-yl)-1-oxo-1,2-dihydrophthalazin-6-yl)piperazin-1-yl)methyl)-3-azabicyclo[3.1.0]hexan-3-yl)benzamide O=C1NC(CCC1N1C(C2=CC=C(C=C2C=N1)N1CCN(CC1)CC1[C@@H]2CN(C[C@H]12)C1=C(C(=O)N)C=CC=C1)=O)=O